C1(=CC=CC=C1)C(C#C)=C 3-phenyl-3-buten-1-yne